C(C=C)(=O)OCCCCC1=CC=CC2=CC3=CC=CC=C3C=C12 4-(1-anthracenyl)butyl acrylate